CNCC=1C=C(C=CC1)SCC=1N=NN(C1)C=1C=C(C(=O)NOC2OCCCC2)C=CC1 3-(4-(((3-((Methylamino)methyl)phenyl)thio)methyl)-1H-1,2,3-triazol-1-yl)-N-((tetrahydro-2H-pyran-2-yl)oxy)benzamide